N-benzyl-2-chloro-N-(cis-2-(hydroxymethyl)cyclohexyl)acetamide C(C1=CC=CC=C1)N(C(CCl)=O)[C@H]1[C@H](CCCC1)CO